FC(C(=O)O)(F)F.C(C)OC1=NC=CC(=N1)N1CCNCC1 2-ethoxy-4-(piperazin-1-yl)pyrimidine 2,2,2-trifluoroacetate